(7α,17β)-7-{9-[(tert-butyldimethylsilyl)oxy]nonyl}estra-1,3,5(10)-triene-3,17-diol [Si](C)(C)(C(C)(C)C)OCCCCCCCCC[C@H]1[C@H]2[C@@H]3CC[C@@H]([C@@]3(C)CC[C@@H]2C=2C=CC(=CC2C1)O)O